4-(3-chloropropyl)-1-t-butoxycarbonylpiperazine ClCCCN1CCN(CC1)C(=O)OC(C)(C)C